tert-butyl-((1R,2R,3R,5S)-2-fluoro-8-azabicyclo[3.2.1]oct-3-yl) carbamate C(N)(O[C@H]1[C@@H]([C@@]2(CC[C@@H](C1)N2)C(C)(C)C)F)=O